FC(C(C(F)(F)F)(O)F)(C)F hexafluoro-2-butanol